(R*)-1-(4-bromo-1-methyl-1H-imidazol-2-yl)ethan-1-ol BrC=1N=C(N(C1)C)[C@@H](C)O |o1:7|